C(C)C1(C=CC(=CC1)C)CC 5,5-diethyl-2-methyl-1,3-cyclohexadiene